2-[cyano-(2,6-difluoro-4-pyridinyl)amino]-5-methyl-N-spiro[3.4]oct-3-yl-thiazole-4-carboxamide C(#N)N(C=1SC(=C(N1)C(=O)NC1CCC12CCCC2)C)C2=CC(=NC(=C2)F)F